(7-(3-Cyclopropoxy-2-methylphenyl)-2-azaspiro[3.5]nonan-2-yl)((1s,3s)-3-hydroxy-3-methylcyclobutyl)methanon C1(CC1)OC=1C(=C(C=CC1)C1CCC2(CN(C2)C(=O)C2CC(C2)(C)O)CC1)C